C(#N)C=1C=C([O-])C=CC1.[Li+] lithium 3-cyanophenoxide